FC=1C=C(C=C(C1)F)NC1=NC=CC(=N1)C1=NN(C(=C1)C(=O)N[C@H](C(F)(F)F)C)C 3-{2-[(3,5-difluorophenyl)amino]pyrimidin-4-yl}-1-methyl-N-[(2S)-1,1,1-trifluoropropan-2-yl]-1H-pyrazole-5-carboxamide